1-(2-(chroman-7-ylamino)-5-methylpyrimidin-4-yl)-N-(2-hydroxy-1-phenylethyl)-1H-pyrrole-3-carboxamide O1CCCC2=CC=C(C=C12)NC1=NC=C(C(=N1)N1C=C(C=C1)C(=O)NC(CO)C1=CC=CC=C1)C